N1(N=CN=C1)CCNC1=NC=C(C=C1)Br N-(2-(1H-1,2,4-triazol-1-yl)ethyl)-5-bromopyridin-2-amine